4-aminopentane-2-one hydrochloride salt Cl.NC(CC(C)=O)C